(R)-N-(2-(3-((2-fluoroethoxy)methyl)-4-(pyrimidin-2-yl)piperazin-1-yl)pyrimidin-5-yl)-6-(1-methyl-1H-pyrazol-4-yl)nicotinamide FCCOC[C@H]1CN(CCN1C1=NC=CC=N1)C1=NC=C(C=N1)NC(C1=CN=C(C=C1)C=1C=NN(C1)C)=O